N[C@@H](C)C(=O)N[C@@H](CCC(N)=O)C(=O)O Alanyl-glutamine